(4S)-4-(tert-butoxymethyl)-1-(5-hydroxypyridin-2-yl)imidazolidin-2-one C(C)(C)(C)OC[C@H]1NC(N(C1)C1=NC=C(C=C1)O)=O